C(C)(C)(C)OC(=O)C(CC)CCCC Heptane-3-carboxylic acid tert-butyl ester